bis(1,3-dihydroxypropyl)amine OC(CCO)NC(CCO)O